1-methyl-1H-pyrrole-3-carbonyl chloride CN1C=C(C=C1)C(=O)Cl